COC1=CC=C(C=C1)C(CN)N(C)C 1-(4-methoxyphenyl)-N1,N1-dimethylethane-1,2-diamine